BrC=1C=C(C=CC1)[C@@H](C)NC1=NC(=NC2=CC(=C(C=C12)OC)OCCCCCCCCCCN1CCC(CC1)C1=C2CN(C(C2=CC(=C1)F)=O)C1C(NC(CC1)=O)=O)C 3-(4-(1-(10-((4-(((R)-1-(3-Bromophenyl)ethyl)amino)-6-methoxy-2-methyl-quinazolin-7-yl)oxy)decyl)piperidin-4-yl)-6-fluoro-1-oxoisoindolin-2-yl)piperidine-2,6-dione